S1C(=CC=C1)C=1NC(C2=C(NC(C21)=O)C=2SC=CC2)=O 3,6-bis(thiophen-2-yl)pyrrolo[3,4-c]Pyrrole-1,4(2H,5H)-dione